N-(1-(methyl-d3)-3-(((3S,4S)-4-((tert-butyldiphenylsilyl)oxy)tetrahydrofuran-3-yl)oxy)-1H-pyrazol-4-yl)formamide C(N1N=C(C(=C1)NC=O)O[C@H]1COC[C@@H]1O[Si](C1=CC=CC=C1)(C1=CC=CC=C1)C(C)(C)C)([2H])([2H])[2H]